O1CC(C1)CC(SCCO)=O S-(2-hydroxyethyl) 2-(oxetan-3-yl)ethanethioate